S-[2-(diisopropylamino) ethyl] methyl thiophosphonate P(SCCN(C(C)C)C(C)C)(OC)=O